3-(1-methylindazol-7-yl)pyridine-2,6-diamine CN1N=CC2=CC=CC(=C12)C=1C(=NC(=CC1)N)N